C(C)OC(CC(C1=C(C2=C(N(N=N2)CC(C)(C)O)C=C1)C)C=1C=C(C2=C(C=CS2)C1)CO)=O 3-[7-(Hydroxymethyl)-1-benzothien-5-yl]-3-[1-(2-hydroxy-2-methylpropyl)-4-methyl-1H-benzotriazol-5-yl]propionic acid ethyl ester